1-(2,3-dihydroxypropyl)-5-oxo-3-pyrrolidinecarboxylic acid methyl ester COC(=O)C1CN(C(C1)=O)CC(CO)O